4-formyl-5-hydroxy-6-methyl-1,3-phenylene-bis(4-methylbenzenesulfonate) C(=O)C1=C(C=C(C(=C1O)C)C1=C(C=CC(=C1)C)S(=O)(=O)[O-])C1=C(C=CC(=C1)C)S(=O)(=O)[O-]